FC1=CC=C(CC2=NNC=C2)C=C1 3-(4-Fluorobenzyl)-1H-pyrazole